C(C)N1N=C(C=C1C=1NC(=NN1)C1=C2C=NN(C2=CC(=C1)C(=O)N)C[C@@H](C)C1CCNCC1)C 4-[5-(1-ethyl-3-methyl-1H-pyrazol-5-yl)-4H-1,2,4-triazol-3-yl]-1-[(2S)-2-(piperidin-4-yl)propyl]-1H-indazole-6-carboxamide